5-(5-cyano-6-((2-hydroxy-2-methylpropyl)(methyl)amino)pyridin-3-yl)-N-cyclopropyl-2-fluoro-4-methylbenzamide C(#N)C=1C=C(C=NC1N(C)CC(C)(C)O)C=1C(=CC(=C(C(=O)NC2CC2)C1)F)C